C1(=CC=C(C=C1)C1=NC(=NC=C1)C1=CC=CC=C1)C1=CC=CC=C1 4-([1,1'-biphenyl]-4-yl)-2-phenyl-pyrimidine